ClC=1C=C(C=CC1)C(=O)N1CC(/C(/CC1)=C/C#CC=1OC(=CC1)CO)(C)C (3-chlorophenyl)[(4E)-4-{3-[5-(hydroxymethyl)furan-2-yl]prop-2-yn-1-ylidene}-3,3-dimethylpiperidin-1-yl]methanone